(7-methoxy-4-((4-morpholinylpyrimidin-2-yl)amino)quinazolin-6-yl)butanediamide COC1=C(C=C2C(=NC=NC2=C1)NC1=NC=CC(=N1)N1CCOCC1)C(C(=O)N)CC(=O)N